3-octylamino-2-methyl-propane-1-sulfonic acid C(CCCCCCC)NCC(CS(=O)(=O)O)C